ClC1=NC=CC=C1N1C(N=C(C2=CC=C(C=C12)C1CC1)NCC1CC1)=O 1-(2-Chloropyridin-3-yl)-7-cyclopropyl-4-((cyclopropylmethyl)amino)quinazolin-2(1H)-one